(4-(3,4-dichlorophenyl)-2-methylpiperazine-1-carbonyl)-6-methoxyquinolin-2(1H)-one ClC=1C=C(C=CC1Cl)N1CC(N(CC1)C(=O)N1C(C=CC2=CC(=CC=C12)OC)=O)C